COC(C(=C)C(=O)OCC1=CC=CC=C1)=O 2-(benzyloxycarbonyl)acrylic acid methyl ester